P(=O)(OCCCN1C(N(C=2NC(NC(C12)=O)=O)C[C@H]([C@@H]([C@@H](CO)O)O)O)=O)(O)O 3-{2,6,8-trioxo-9-[(2r,3s,4r)-2,3,4,5-tetrahydroxypentyl]-1,2,3,6,8,9-hexahydro-7h-purin-7-yl}propyl dihydrogen phosphate